C(#N)C1=C(C=CC(=C1)[N+](=O)[O-])N1CCC(CC1)C(=O)O 1-(2-Cyano-4-nitrophenyl)piperidine-4-carboxylic acid